C(C)(C)(C)OC(=O)N[C@@H](CCSC)C(=O)O (tert-butoxycarbonyl)methionine